(isopropyl-silylethynyl)pyridine C(C)(C)[SiH2]C#CC1=NC=CC=C1